N1(N=CC=C1)CC1=CC2=C(C(=NO2)NS(=O)(=O)C2=C(C=CC(=C2)C(C)(C)O)OC)C(=C1)OC N-(6-((1H-pyrazol-1-yl)methyl)-4-methoxybenzo[d]isoxazol-3-yl)-5-(2-hydroxypropan-2-yl)-2-methoxybenzenesulfonamide